C1(=CC=CC=C1)P(C1=CC(=CC=C1)C1=CC=C2C=CC3=CC=CC4=CC=C1C2=C34)(C3=CC(=CC=C3)C3=CC=C4C=CC2=CC=CC1=CC=C3C4=C21)=O phenylbis(3-(pyrene-1-yl)phenyl)phosphine oxide